methyl (S)-2-amino-3-(4-hydroxyphenyl)-2-methylpropanoate N[C@](C(=O)OC)(CC1=CC=C(C=C1)O)C